N-{3-methyl-4-[(1-methyl-1,3-benzodiazol-5-yl)oxy]phenyl}-6-[(2S)-2-methylpiperazin-1-yl]pyrido[3,4-d]pyrimidin-4-amine CC=1C=C(C=CC1OC1=CC2=C(N(C=N2)C)C=C1)NC=1C2=C(N=CN1)C=NC(=C2)N2[C@H](CNCC2)C